C(C)(C)C1=CC(=CNC1=O)CC1=C(C=C(C=C1C)N1N=CC(NC1=O)=O)C 2-(4-((5-isopropyl-6-oxo-1,6-dihydropyridin-3-yl)methyl)-3,5-dimethylphenyl)-1,2,4-triazine-3,5(2H,4H)-dione